BrC1=NN=C(O1)C1=CC(=C(C=C1)NC=1N=CC2=C(N(CC(C(N2C)=O)(F)F)C2CCCC2)N1)OC 2-((4-(5-bromo-1,3,4-oxadiazol-2-yl)-2-methoxyphenyl)amino)-9-cyclopentyl-7,7-difluoro-5-methyl-5,7,8,9-tetrahydro-6H-pyrimido[4,5-b][1,4]diazepin-6-one